tert-butyl (3R)-3-{[5-(3-chloro-2-fluorophenyl)-4-fluoro-5-methyl-8-oxo-5,6,7,8-tetrahydro-2,7-naphthyridin-3-yl]amino}pyrrolidine-1-carboxylate ClC=1C(=C(C=CC1)C1(C=2C(=C(N=CC2C(NC1)=O)N[C@H]1CN(CC1)C(=O)OC(C)(C)C)F)C)F